(R)-3-((tert-butoxycarbonyl)amino)-5-(3-cyclohexyl-7-(2-methoxyethoxy)-2-methyl-1,1-dioxido-5-phenyl-2,3,4,5-tetrahydrobenzo[f][1,2,5]thiadiazepin-8-yl)thiophene-2-carboxylate C(C)(C)(C)OC(=O)NC1=C(SC(=C1)C1=CC2=C(N(C[C@H](N(S2(=O)=O)C)C2CCCCC2)C2=CC=CC=C2)C=C1OCCOC)C(=O)[O-]